4-bromo-6-(trifluoromethyl)quinoline BrC1=CC=NC2=CC=C(C=C12)C(F)(F)F